C1(=CC=C(C=C1)C=CC1=CC=C(C=C1)C=1OC2=C(N1)C=C(C=C2C)C)C2=CC=CC=C2 2-[4-[2-([1,1'-biphenyl]-4-yl)vinyl]phenyl]-5,7-dimethylbenzoxazole